NCCOCCOCCN1N=C(C(=C1)NC1=C2N=CN(C2=NC(=N1)N1C[C@H]([C@@H](C1)F)NC(OC(C)(C)C)=O)C)OC tert-butyl N-[(3R,4R)-1-[6-[[1-[2-[2-(2-aminoethoxy)ethoxy]ethyl]-3-methoxy-pyrazol-4-yl]amino]-9-methyl-purin-2-yl]-4-fluoro-pyrrolidin-3-yl]carbamate